P(=O)(OC1=CC=CC=C1)(OC1=C(C(=CC=C1)C(C)(C)C)C(C)(C)C)[O-] phenyl (di-tert-butylphenyl) phosphate